F[C@H]1C[C@H](N2N=C(N=C21)N2N=CC(=C2)CC#N)C2=CC=CC=C2 2-[1-[(5S,7s)-7-fluoro-5-phenyl-6,7-dihydro-5H-pyrrolo[1,2-b][1,2,4]triazol-2-yl]pyrazol-4-yl]acetonitrile